rac-tert-butyl {[4-(1,3-dimethyl-1H-pyrazol-4-yl)-2,5-dioxoimidazolidin-4-yl]methyl}carbamate CN1N=C(C(=C1)[C@@]1(NC(NC1=O)=O)CNC(OC(C)(C)C)=O)C |r|